ClC=1C(N(C(=CC1OC([2H])([2H])C1=NC=C(C=C1F)F)C)C1=CC(=NC=C1C)C1=NC(=NC=C1)C(C(=O)N)(C)C)=O 2-(4-(3-chloro-4-((3,5-difluoropyridin-2-yl)methoxy-d2)-5',6-dimethyl-2-oxo-2H-[1,4'-bipyridin]-2'-yl)pyrimidin-2-yl)-2-methylpropanamide